BrC=1C=C2C(OCC=3C=C(N=CC3C3=CC=C(C(NS(C(C1O)=C2)(=O)=O)=C3)C#N)C(F)(F)F)=O 13-bromo-14-hydroxy-10,16,16-trioxo-5-(trifluoromethyl)-9-oxa-16λ6-thia-4,17-diazatetracyclo[16.3.1.111,15.02,7]tricosa-1(21),2(7),3,5,11,13,15(23),18(22),19-nonaene-19-carbonitrile